CC1=C2CC(=O)O[C@H]([C@@]2(CC[C@@H]1[C@@]3([C@H](C(O[C@H]3CC(=O)O)(C)C)CC(=O)O)CO)C)C4=COC=C4 The molecule is a limonoid, a lactone, a dicarboxylic acid, a member of furans and a primary alcohol. It is a conjugate acid of a deoxylimononate D-ring-lactone(2-).